3-((7-(3-(3,3-difluoropyrrolidine-1-carbonyl)-4-methyl-6-(trifluoromethyl)pyridin-2-yl)thieno[3,2-b]pyridin-2-yl)methyl)-6,6-dimethyl-3-azabicyclo[3.1.0]hexane-2,4-dione hydrochloride Cl.FC1(CN(CC1)C(=O)C=1C(=NC(=CC1C)C(F)(F)F)C1=C2C(=NC=C1)C=C(S2)CN2C(C1C(C1C2=O)(C)C)=O)F